C(CC)[Si](Cl)(C)C propyl(dimethyl)chlorosilane